(R)-prolyl alcohol N1[C@H](CCC1)C(=O)O